4,4-difluoro-L-prolylamide hydrochloride Cl.FC1(C[C@H](NC1)C(=O)[NH-])F